(5R)-5-(1,1-dioxo-1λ6,2-thiazepan-2-yl)-3,3-difluoropiperidine-1-carboxylic acid 4-chlorophenyl ester ClC1=CC=C(C=C1)OC(=O)N1CC(C[C@H](C1)N1S(CCCCC1)(=O)=O)(F)F